5-(5-oxo-5,6-dihydro-12H-[1,3]dioxolo[4',5':5,6]indolo[3,2-c]isoquinolin-12-yl)-N'-propylpentanoic acid hydrazide O=C1NC2=C(C3=CC=CC=C13)N(C1=CC3=C(C=C12)OCO3)CCCCC(=O)NNCCC